C(C1=C(C=C(N(CCCCCCCCCCCCCCCCCCCC)CCCCCCCCCCCCCCCCCCCC)C=C1OC)OC)C1=C(C=C(N(CCCCCCCCCCCCCCCCCCCC)CCCCCCCCCCCCCCCCCCCC)C=C1OC)OC 4,4'-methylenebis(3,5-dimethoxy-N,N-biseicosylaniline)